OCC(O)CO.[Co].[Cu] copper-cobalt glycerol